2-({5'-chloro-3'-fluoro-2'-[(5-methoxypyridine-3-sulfonyl)amino][1,1'-biphenyl]-4-yl}oxy)-2-methylpropanoic acid ClC=1C=C(C(=C(C1)C1=CC=C(C=C1)OC(C(=O)O)(C)C)NS(=O)(=O)C=1C=NC=C(C1)OC)F